nickel-manganese-iron oxyhydroxide O(O)O.[Fe].[Mn].[Ni]